{2-[ethyl-(methyl)amino]-7-oxo-4-(prop-2-yl)-6h,7h-thieno[2,3-d]pyridazin-6-yl}-N-(pyrimidin-2-yl)acetamide ethyl-2-(cyanomethyl)-1-oxo-1,2,3,4-tetrahydroisoquinoline-7-carboxylate C(C)OC(=O)C1=CC=C2CCN(C(C2=C1)=O)CC#N.C(C)N(C1=CC2=C(C(N(N=C2C(C)C)CC(=O)NC2=NC=CC=N2)=O)S1)C